CNN N-methylhydrazine